(2R,3R,4S,5R,6R)-4-(4-(4-chloro-2,3-difluorophenyl)-1H-1,2,3-triazol-1-yl)-2-(hydroxymethyl)-5-methoxy-6-((5-(tetrahydro-2H-pyran-4-yl)isoxazol-3-yl)methyl)tetrahydro-2H-pyran-3-ol ClC1=C(C(=C(C=C1)C=1N=NN(C1)[C@H]1[C@H]([C@H](O[C@@H]([C@@H]1OC)CC1=NOC(=C1)C1CCOCC1)CO)O)F)F